N-[4-[[3-(2-Aminoethylcarbamoyl)cyclobutyl]carbamoyl]-3-ethylphenyl]-5-(2,3-difluoro-4-methoxyphenyl)-1-methylimidazol-2-carboxamid NCCNC(=O)C1CC(C1)NC(=O)C1=C(C=C(C=C1)NC(=O)C=1N(C(=CN1)C1=C(C(=C(C=C1)OC)F)F)C)CC